Cl.Cl.N1(C[C@H](CCC1)C1CCNCC1)CCNC(C)=O (R)-N-(2-([3,4'-bipiperidin]-1-yl)ethyl)acetamide dihydrochloride